glycidyl-phenylenediamine C(C1CO1)NC1=C(C=CC=C1)N